CO[C@@H]1[C@H]([C@H]2OC(OC[C@H]2O[C@H]1C(=O)OC)C1=CC=CC=C1)N1N=NC(=C1)C1=CC(=C(C(=C1)F)F)F methyl (4aR,6R,7R,8R,8aR)-7-methoxy-2-phenyl-8-(4-(3,4,5-trifluorophenyl)-1H-1,2,3-triazol-1-yl)hexahydropyrano[3,2-d][1,3]dioxine-6-carboxylate